1-(4-fluorobenzyl)-1-(2-(dimethylamino)ethyl)-3-(isoquinolin-5-yl)thiourea FC1=CC=C(CN(C(=S)NC2=C3C=CN=CC3=CC=C2)CCN(C)C)C=C1